FC=1C=C2C3C=CC(C2=CC1F)N3C(=O)OC(C)(C)C tert-Butyl 4,5-difluoro-11-azatricyclo[6.2.1.02,7]undeca-2,4,6,9-tetraene-11-carboxylate